[H+].[H+].C1CCCN(CCC1)CCN=C(N)N.[O-]S(=O)(=O)[O-] The molecule is a organic sulfate salt obtained from guanethidine and sulfuric acid in a 1:1 ratio. It has a role as an antihypertensive agent. It contains a guanethidine.